4-(5-methoxy-1,2,4-thiadiazol-3-yl)-4-methylpiperidine COC1=NC(=NS1)C1(CCNCC1)C